C[C@@]1(N(CCC1)C(=O)Cl)C(=O)O methyl-1-(chlorocarbonyl)proline